6-chloro-2-(4-(trifluoromethoxy)phenyl)pyridazin-3(2H)-one ClC=1C=CC(N(N1)C1=CC=C(C=C1)OC(F)(F)F)=O